N1N=CC(=C1)C1=CC=C(C=C1)NC1=NC(=NC=C1)C1=CC=C2C=C(NC2=C1)C(=O)N(C1CNCC1)C 6-(4-((4-(1H-pyrazol-4-yl)phenyl)amino)pyrimidin-2-yl)-N-methyl-N-(pyrrolidin-3-yl)-1H-indole-2-carboxamide